C1(CC1)N1C=C(C(C2=CC(=C(C=C12)N1CCNCC1)F)=O)C(=O)NCCC1=CC=C(C=C1)C 1-cyclopropyl-6-fluoro-N-(4-methylphenylethyl)-4-oxo-7-(1-piperazinyl)-1,4-dihydroquinoline-3-carboxamide